6-Chlorobenzofuran ClC1=CC2=C(C=CO2)C=C1